CCCCC/C=C\C/C=C\C/C=C\CCCCC(=O)O[C@H](COC(=O)CCCCCCC/C=C\C/C=C\CCCC)COP(=O)(O)OC[C@@H](C(=O)O)N 1-(9Z,12Z-heptadecadienoyl)-2-(6Z,9Z,12Z-octadecatrienoyl)-glycero-3-phosphoserine